COC(=O)[C@@H]1NCCOC1 (R)-morpholine-3-carboxylic acid methyl ester